(((1-hydroxy-2-oxopiperidin-3-yl)phosphoryl)bis(oxy))bis(methylene) bis(2,2-dimethylpropanoate) CC(C(=O)OCOP(=O)(C1C(N(CCC1)O)=O)OCOC(C(C)(C)C)=O)(C)C